tert-butyl (3S,4S)-4-fluoro-3-(2-fluoro-4-(isopropylamino)-5-nitrobenzamido)piperidine-1-carboxylate F[C@@H]1[C@H](CN(CC1)C(=O)OC(C)(C)C)NC(C1=C(C=C(C(=C1)[N+](=O)[O-])NC(C)C)F)=O